N,N-diethylhydroxyl-ammonium C(C)[NH+](CC)O